C1(CCC1)N1C(=NC2=C1C(=CC=C2)OC)NC(CC(C)(C)C)=O N-(1-cyclobutyl-7-methoxy-1H-benzo[d]imidazol-2-yl)-3,3-dimethylbutanamide